(4S,7R)- or (4R,7S)-N-(Benzo[d][1,3]dioxol-5-yl)-N-methyl-3-(9-methyl-3-(trifluoromethyl)-5,6,7,8-tetrahydro-4,7-epiminocyclohepta[c]pyrazol-1(4H)-yl)benzamide O1COC2=C1C=CC(=C2)N(C(C2=CC(=CC=C2)N2N=C(C1=C2C[C@H]2CC[C@@H]1N2C)C(F)(F)F)=O)C |o1:23,26|